cinnamic acid tert-butyl ester C(C)(C)(C)OC(C=CC1=CC=CC=C1)=O